S1C(=NC2=C1C=CC=C2)C=2N=C(NC(C2)=O)C=2C(=C(CC(C(=O)N)(C)C)C=CC2Cl)F {3-[4-(benzothiazol-2-yl)-6-oxo-1,6-dihydropyrimidin-2-yl]-4-chloro-2-fluorobenzyl}isobutyramide